2-(difluoromethyl)-5-fluoro-1-tosyl-1H-indole FC(C=1N(C2=CC=C(C=C2C1)F)S(=O)(=O)C1=CC=C(C)C=C1)F